trismethyl-aminomethane CC(N)(C)C